C1(=CC=CC=C1)P(C1=C(C=CC=C1)C1=CC=NC=C1)C1=CC=CC=C1 4-(2-(diphenylphosphino)phenyl)pyridine